C(CCC)C1=NC(=CC(=C1)OC)CCCC 2,6-di-n-butyl-4-methoxypyridine